ONC(=N)C1=CC2=C(C=N1)N=C(N2[C@H]2C[C@H](CCC2)NC(OC(C)(C)C)=O)CC(C)C tert-butyl ((1S,3R)-3-(6-(N-hydroxycarbamimidoyl)-2-isobutyl-1H-imidazo[4,5-c]pyridin-1-yl)cyclohexyl)carbamate